imidazole-5-carboxylic acid N1C=NC=C1C(=O)O